4-methyl-4,5,6,7-tetrahydro-2H-pyrrolo[3,4-c]pyridine CC1NCCC=2C1=CNC2